(S)-6-(5-amino-5,7-dihydrospiro[cyclopenta[b]pyridine-6,4'-piperidin]-1-yl)-3-(1-phenylcyclopropyl)-1,5-dihydro-4H-pyrazolo[3,4-d]pyrimidin-4-one N[C@@H]1C2=C(N(CC=C2)C=2NC(C3=C(N2)NN=C3C3(CC3)C3=CC=CC=C3)=O)CC13CCNCC3